2-(2,5-dioxo-2,5-dihydro-1H-pyrrol-1-yl)acetic acid benzyl ester C(C1=CC=CC=C1)OC(CN1C(C=CC1=O)=O)=O